1-nitro-3-phenyl-4,5-dihydro-2H-benzo[e]isoindole-5-ol [N+](=O)([O-])C=1NC(=C2CC(C3=C(C12)C=CC=C3)O)C3=CC=CC=C3